3-(((R)-7-((2S,4R)-2-(4-fluorophenyl)-4-(methylamino)piperidine-1-carbonyl)-7-azaspiro[4.5]dec-10-yl)methyl)-6-(2-methoxyphenyl)pyrimidin-4(3H)-one FC1=CC=C(C=C1)[C@H]1N(CC[C@H](C1)NC)C(=O)N1CC2(CCCC2)[C@@H](CC1)CN1C=NC(=CC1=O)C1=C(C=CC=C1)OC